ClC1=CC2=C(N=N1)N(C=N2)[C@H]2CN(CCC2)CC (R)-3-chloro-7-(1-ethylpiperidin-3-yl)-7H-imidazo[4,5-c]pyridazine